ClC=1C=CC(=C(C(=O)NC2=CC(=C(C=C2)OC2=CC=C(C=C2)Cl)Cl)C1)OC 5-chloro-N-(3-chloro-4-(4-chlorophenoxy)phenyl)-2-methoxybenzamide